NC1=NC2=C(C=3C=C(C=NC13)CCC1=C(C=C(OCC=3C=C(C=CC3)P(O)(O)=O)C=C1)C)C=CC(=C2)C (3-((4-(2-(5-amino-8-methylbenzo[f][1,7]naphthyridin-2-yl)ethyl)-3-methylphenoxy)methyl)phenyl)phosphonic acid